tert-butyl (2S,4R)-4-((2,7-dichloro-8-fluoropyrido[4,3-d]pyrimidin-4-yl)(methyl)amino)-2-methylpyrrolidine-1-carboxylate ClC=1N=C(C2=C(N1)C(=C(N=C2)Cl)F)N([C@@H]2C[C@@H](N(C2)C(=O)OC(C)(C)C)C)C